N1(CCC12CCNCC2)C2=NC=1C(=NC=C(N1)SC=1C(=NC=CC1)C(F)(F)F)N2 2-(1,7-diazaspiro[3.5]nonan-1-yl)-5-((2-(trifluoromethyl)pyridin-3-yl)thio)-1H-imidazo[4,5-b]pyrazine